4-ethyl-2-methoxyphenyl methyl carbonate C(OC1=C(C=C(C=C1)CC)OC)(OC)=O